CC1=CC(=NN1)NC1=CN=C2C(=N1)N(C=N2)C2CC1CCC(C2)N1CCC#N 3-((3-exo)-3-(6-((5-methyl-1H-pyrazol-3-yl)amino)-1H-imidazo[4,5-b]pyrazin-1-yl)-8-azabicyclo[3.2.1]oct-8-yl)propionitrile